C(CCC)N(CCC[Si](OCC)(C)C)CCCC 3-dibutylaminopropyl-dimethyl-ethoxysilane